[Mn].[Fe].[V].[Co] Cobalt vanadium iron manganese